C[C@]12CC3(CC(C[C@@](C1)(C3)C)C2)NC(NC2=C(C=C(C(=O)N3C[C@H](CCC3)C(=O)NCCCCCC(=O)NO)C=C2)F)=O (S)-1-(4-(3-((1r,3r,5S,7S)-3,5-dimethyladamantan-1-yl)ureido)-3-fluorobenzoyl)-N-(6-(hydroxyamino)-6-oxohexyl)piperidine-3-carboxamide